The molecule is an organosulfate oxoanion obtained by the deprotonation of the sulfo group of holothurin A3 acid. It is a conjugate base of a holothurin A3 acid. C[C@@H]1[C@H]([C@@H]([C@H]([C@@H](O1)O[C@@H]2[C@H]([C@@H](CO[C@H]2O[C@H]3CC[C@]4([C@H](C3(C)C)CC[C@@H]5C4=C[C@@H](C67[C@]5(CC[C@@]6([C@](OC7=O)(C)C(=O)CCC(C)(C)O)O)C)O)C)OS(=O)(=O)[O-])O)O)O)O[C@H]8[C@@H]([C@H]([C@@H]([C@H](O8)CO)O)O[C@H]9[C@@H]([C@H]([C@@H]([C@H](O9)CO)O)OC)O)O